ClC1=CC=C(C=N1)CNC(C)=O N-[(6-chloropyridin-3-yl)methyl]-acetamid